ClC=1C=CC(=NC1)[C@@H](CO)OC1=NN=C(S1)NC(C1=CN=C(C=C1C1=C(C=CC=C1)OC)C)=O (S)-N-(5-(1-(5-chloropyridin-2-yl)-2-hydroxyethoxy)-1,3,4-thiadiazol-2-yl)-4-(2-methoxyphenyl)-6-methylnicotinamide